BrC1=CC=C(C=C1)C1CCN(CC1)CCCCC1=CC=CC=C1 4-(4-bromophenyl)-1-(4-phenylbutyl)piperidine